C1(CCCC1)C1=CC(=NN1)NC1=NC(=NC=C1)N1CC2(CN(C2)C)CC1 N-(5-cyclopentyl-1H-pyrazol-3-yl)-2-(2-methyl-2,6-diazaspiro[3.4]oct-6-yl)pyrimidin-4-amine